FC=1C=C(C=C(C1OC(F)(F)F)F)C1=C(C=C(C=C1)C1=CCC(CC1)C1OCC(CO1)CCC)F 2-[4-[4-[3,5-difluoro-4-(trifluoromethoxy)phenyl]-3-fluorophenyl]cyclohex-3-en-1-yl]-5-propyl-1,3-dioxan